CC1=C(C(=C(C(=C1C#CC1=CC=C(C=C1)C(=O)O)C)C#CC1=CC=C(C=C1)C(=O)O)C)C#CC1=CC=C(C=C1)C(=O)O 2,4,6-trimethyl-1,3,5-tris(4-carboxyphenylethynyl)benzene